C12(CC3CC(CC(C1)C3)C2)C2=CC=C(OCC(=O)NC3=C(C(=O)O)C=C(C=C3)C3=COC=C3)C=C2 2-({[4-(adamantan-1-yl)phenoxy]acetyl}amino)-5-(furan-3-yl)benzoic acid